(Z)-1-(2-fluoro-4-(1-(4-(trifluoromethoxy)phenyl)-1H-1,2,4-triazol-3-yl)phenyl)-3-(3-(2-(4-fluorobenzyl)-5-methylphenyl)-4-oxothiazolidin-2-ylidene)urea FC1=C(C=CC(=C1)C1=NN(C=N1)C1=CC=C(C=C1)OC(F)(F)F)NC(=O)\N=C\1/SCC(N1C1=C(C=CC(=C1)C)CC1=CC=C(C=C1)F)=O